BrC1=CC=C(C=C1)OB(O)O (4-bromophenyl)boric acid